ClCC1=NC2=C(N1CC1=CN=CN1CC)C=C(C=C2OC)C(=O)OC methyl 2-(chloromethyl)-1-((1-ethyl-1H-imidazol-5-yl) methyl)-4-methoxy-1H-benzo[d]imidazole-6-carboxylate